FC=1C=C(C=CC1)C1=CC(=C(C=C1)NCCS(=O)(=O)NC)C1=NN(C=C1)C 2-((3'-fluoro-3-(1-methyl-1H-pyrazol-3-yl)-[1,1'-biphenyl]-4-yl)amino)-N-methylethane-1-sulfonamide